((dimethylamino)methyl)-N-(2-(2-methoxyphenyl)-1-methyl-1H-pyrrolo[2,3-c]pyridin-5-yl)cyclopropane-1-carboxamide CN(C)CC1(CC1)C(=O)NC=1C=C2C(=CN1)N(C(=C2)C2=C(C=CC=C2)OC)C